FC(C(=O)[Si](CC)(CC)CC)(Br)F α,α-difluoro-α-bromoacetyl-triethylsilicon